FC=1C=C(C=C(C1)F)C1=CC=CC(=N1)C[C@@H]1N(CC([C@@H]1NS(=O)(=O)CC)(F)F)C(C(C)(C)O)=O |r| rac-N-[(2S,3R)-2-{[6-(3,5-difluorophenyl)pyridin-2-yl]methyl}-4,4-difluoro-1-(2-hydroxy-2-methylpropanoyl)pyrrolidin-3-yl]ethanesulfonamide